ClC=1C=C(NC2(CCC3([C@H](CC4=CC=5OCC(COC5C=C34)C)C[C@H](CO)C)CC2)C(=O)OC)C=CC1 methyl (1r,4S,8'S)-4-(3-chloroanilino)-8'-[(2R)-3-hydroxy-2-methylpropyl]-3'-methyl-3',4',8',9'-tetrahydro-2'H-spiro[cyclohexane-1,7'-indeno[5,6-b][1,4]dioxepine]-4-carboxylate